8-(nitro)guanosine [N+](=O)([O-])C=1N([C@H]2[C@H](O)[C@H](O)[C@@H](CO)O2)C=2N=C(NC(C2N1)=O)N